NC=1C=CC=C2C=C(C=NC12)C(C)=O 1-(8-aminoquinolin-3-yl)ethan-1-one